C(CCC)OC1=CC=CC=2NN=NC21 Butoxybenzotriazol